O1C(=NCC1)CCCCCCC=1OCCN1 hexamethylene-bis(2-oxazoline)